2,4,9,9-tetramethylspiro[4.5]dec-2-en CC=1CC2(C(C1)C)CCCC(C2)(C)C